3,4-di-p-tolylisoquinolin-1(2H)-one C1(=CC=C(C=C1)C=1NC(C2=CC=CC=C2C1C1=CC=C(C=C1)C)=O)C